FC1=C(CC2=NC3=C(N2CCOC)C=C(C=C3)C(=O)O)C=C(C(=C1)C1=NC(=CC=C1)OCC1=C(C=C(C=C1)C=1C=NN(C1)CCOC)F)F 2-(2,5-difluoro-4-(6-((2-fluoro-4-(1-(2-methoxyethyl)-1H-pyrazol-4-yl)benzyl)oxy)pyridin-2-yl)benzyl)-1-(2-methoxyethyl)-1H-benzo[d]imidazole-6-carboxylic acid